(S)-3-(3-chloro-2-fluorobenzyl)isoxazolidine tert-butyl-6-hydroxy-2H-chromene-3-carboxylate C(C)(C)(C)OC(=O)C=1COC2=CC=C(C=C2C1)O.ClC=1C(=C(C[C@@H]2NOCC2)C=CC1)F